2-methyl-3-(2-((trimethylsilyl)ethynyl)thiazol-4-yl)cyclopent-2-en-1-one CC=1C(CCC1C=1N=C(SC1)C#C[Si](C)(C)C)=O